5-hydroxy-1-methyl-2-(1-methyl-1H-1,3-benzodiazol-2-yl)-N-(1,2-oxazol-4-yl)-6-oxo-1,6-dihydropyrimidine-4-carboxamide OC1=C(N=C(N(C1=O)C)C1=NC2=C(N1C)C=CC=C2)C(=O)NC=2C=NOC2